1-Ethyl-3-methylpyrrolium fluorid [F-].C(C)[NH+]1C=C(C=C1)C